3,3'-((2-((3-hydroxypropoxy)methyl)-2-(methylamino)propane-1,3-diyl)bis(oxy))bis(propan-1-ol) OCCCOCC(COCCCO)(COCCCO)NC